Cl.C(C)OC(CC(=O)OCC)=N Ethyl 3-ethoxy-3-iminopropionate hydrochloride salt